6-chloro-4-(3,3-dimethyl-4-(methylsulfonyl)piperazin-1-yl)-1H-indazole ClC1=CC(=C2C=NNC2=C1)N1CC(N(CC1)S(=O)(=O)C)(C)C